(3R)-N-{6,7-dimethoxy-1H,2H,3H-cyclopenta[b]quinolin-9-yl}-1-methylpiperidin-3-amine COC=1C(=CC=2C(=C3C(=NC2C1)CCC3)N[C@H]3CN(CCC3)C)OC